tert-butyl (2-(7-((4-(tert-butyl)phenyl)amino)-3-oxo-2H-benzo[b][1,4]oxazin-4(3H)-yl)ethyl)(methyl)carbamate C(C)(C)(C)C1=CC=C(C=C1)NC=1C=CC2=C(OCC(N2CCN(C(OC(C)(C)C)=O)C)=O)C1